methyl 5-((6-bromo-3-isopropyl-3H-imidazo[4,5-c]pyridin-4-yl) oxy)-2-methylbenzoate BrC1=CC2=C(C(=N1)OC=1C=CC(=C(C(=O)OC)C1)C)N(C=N2)C(C)C